isopentyl-p-methoxycinnamic acid C(CC(C)C)C(C(=O)O)=CC1=CC=C(C=C1)OC